C(#N)C(C1(CCC1)NC(OC(C)(C)C)=O)O tert-butyl (1-(cyano(hydroxy)methyl)cyclobutyl)carbamate